FC=1C=C(CC=2NC(=NN2)C(=O)NC2=NC=CC(=C2)C2=C(C=CC(=C2)OCCCC(C)(C)O)C)C=C(C1)C 5-(3-fluoro-5-methylbenzyl)-N-(4-(5-((4-hydroxy-4-methylpentyl)oxy)-2-methylphenyl)pyridin-2-yl)-4H-1,2,4-triazole-3-carboxamide